N-((5-(4-(((3S,4R)-3-fluoro-1-methylpiperidin-4-yl)amino)-1-(2,2,2-trifluoroethyl)-1H-indol-2-yl)-1,3,4-oxadiazol-2-yl)methyl)-4-methoxybenzamide F[C@H]1CN(CC[C@H]1NC1=C2C=C(N(C2=CC=C1)CC(F)(F)F)C1=NN=C(O1)CNC(C1=CC=C(C=C1)OC)=O)C